[Si](C1=CC=CC=C1)(C1=CC=CC=C1)(C(C)(C)C)O[C@@H](CC1=NC(=NO1)C=1C=CC(=C(C1)NC(=O)C1=CN=C2N1C=CC(=C2)OCC(C)(C)O)C)C(F)F (S)-N-(5-(5-(2-((tert-butyldiphenylsilyl)oxy)-3,3-difluoropropyl)-1,2,4-oxadiazol-3-yl)-2-methylphenyl)-7-(2-hydroxy-2-methylpropoxy)imidazo[1,2-a]pyridine-3-carboxamide